(1-(4-methyl-5-nitropyridin-2-yl)piperidin-4-yl)carbamic acid tert-butyl ester C(C)(C)(C)OC(NC1CCN(CC1)C1=NC=C(C(=C1)C)[N+](=O)[O-])=O